(2R,3R,4S,5R)-2-{4-amino-5-bromo-7H-pyrrolo[2,3-d]pyrimidin-7-yl}-5-[(1E)-5-(morpholin-4-yl)pent-1-en-1-yl]oxolane-3,4-diol NC=1C2=C(N=CN1)N(C=C2Br)[C@@H]2O[C@@H]([C@H]([C@H]2O)O)\C=C\CCCN2CCOCC2